FC1=CC=C(OCC2N(C3CC(C2)C3)C(=O)C=3N=C(SC3C3=CC=C(C=C3)F)C)C=C1 3-(4-Fluorophenoxymethyl)-2-[5-(4-fluorophenyl)-2-methyl-1,3-thiazol-4-carbonyl]-2-azabicyclo[3.1.1]heptan